((S)-1-amino-1-oxo-3-((S)-2-oxopiperidin-3-yl)propan-2-yl)-2-(6-chloro-1H-indole-2-carbonyl)-2-azaspiro[4.5]decane-3-carboxamide NC([C@@H](C[C@H]1C(NCCC1)=O)C1N(C(CC12CCCCC2)C(=O)N)C(=O)C=2NC1=CC(=CC=C1C2)Cl)=O